1-Hydroxycyclohexylphenylketone C1CCC(CC1)(C(=O)C2=CC=CC=C2)O